5-ethylsulfanyl-6-[7-methyl-3-(trifluoro-methyl)imidazo[4,5-c]pyridazin-6-yl]pyridin-3-ol C(C)SC=1C=C(C=NC1C1=NC2=C(N=NC(=C2)C(F)(F)F)N1C)O